Platinous chloride [Pt](Cl)Cl